1-(6-ethoxypyrazin-2-yl)pyrazole-3-carboxamide C(C)OC1=CN=CC(=N1)N1N=C(C=C1)C(=O)N